C1=CC=C(C=2OC3=C(C21)C=CC=C3)C3=NC2=C(N3C3=C(C=C(C=C3C(C)C)C3=CC=C(C=C3)C3=CC=CC=C3)C(C)C)C=CC=C2 2-(dibenzo[b,d]furan-4-yl)-1-(3,5-diisopropyl-[1,1':4',1''-terphenyl]-4-yl)-1H-benzo[d]imidazole